1,3-dichloro-6-methoxyisoquinoline ClC1=NC(=CC2=CC(=CC=C12)OC)Cl